4-(4-(5-phenyl-4,5-dihydro-1H-pyrazole-1-carbonyl)piperidine-1-carbonyl)benzonitrile C1(=CC=CC=C1)C1CC=NN1C(=O)C1CCN(CC1)C(=O)C1=CC=C(C#N)C=C1